ClC=1C=CC=C2C[C@H]([C@H](C12)NC([O-])=O)NC([O-])=O (1S,2R)-7-Chloro-2,3-dihydro-1H-inden-1,2-diyl-dicarbamat